ClC1=NC=C2C(=N1)N(N=C2)C[C@H]2N(CCC2)C(=O)OC(C)(C)C tert-butyl (S)-2-((6-chloro-1H-pyrazolo[3,4-d]pyrimidin-1-yl)methyl)pyrrolidine-1-carboxylate